CC1([C@H]2[C@@H]3[C@@H](CC[C@@H]3[C@](CC[C@H]21)(O)C)C)C (1aR,4S,4aS,7R,7aS,7bS)-1,1,4,7-tetramethyldecahydro-1H-cyclopropa[e]azulen-4-ol